N=1C(=CN2C1COCC2)[C@H](C)NC(=O)[C@H]2CCN(C1(CC1)C2)C(=O)C2=NNC(=C2)C2=CC(=NC=C2F)OC (S)-N-((S)-1-(5,6-dihydro-8H-imidazo[2,1-c][1,4]oxazin-2-yl)ethyl)-4-(5-(5-fluoro-2-methoxypyridin-4-yl)-1H-pyrazole-3-carbonyl)-4-azaspiro[2.5]octane-7-carboxamide